N-[4-(triethylammoniomethyl)benzoyl]-caprolactam chloride [Cl-].C(C)[N+](CC)(CC)CC1=CC=C(C(=O)N2C(CCCCC2)=O)C=C1